ClCCCC1=NNC=C1 3-(3-chloropropyl)-1H-pyrazole